bromo-2-nitrobenzene-1-sulfonic acid BrC=1C(=C(C=CC1)S(=O)(=O)O)[N+](=O)[O-]